6-(4-amino-4-methylpiperidin-1-yl)-3-(2,3-dichlorophenyl)-1H-pyrazolo[3,4-b]Pyrazine-5-carbonitrile NC1(CCN(CC1)C1=C(N=C2C(=N1)NN=C2C2=C(C(=CC=C2)Cl)Cl)C#N)C